O=[13C]1[13C](O)=[13C](O)[13C@H](O1)[13C@@H](O)[13CH2]O ascorbic acid-13C6